(3S,4S)-3-amino-4-fluoropyrrolidine N[C@H]1CNC[C@@H]1F